Bis(2-ethylbutyl) 9,9'-((4-(2-(4-(2-((4-(bis(2-hydroxy-9-(isopentyloxy)-9-oxononyl)amino)butyl)disulfaneyl)ethyl)piperazin-1-yl)ethoxy)-4-oxobutyl)azanediyl)bis(8-hydroxynonanoate) OC(CN(CCCCSSCCN1CCN(CC1)CCOC(CCCN(CC(CCCCCCC(=O)OCC(CC)CC)O)CC(CCCCCCC(=O)OCC(CC)CC)O)=O)CC(CCCCCCC(OCCC(C)C)=O)O)CCCCCCC(=O)OCCC(C)C